C(C)(C)(C)C1=CC=C(C=N1)C=1N=C2SCCCN2C(C1C#N)=O 8-(6-tert-butylpyridin-3-yl)-6-oxo-2H,3H,4H,6H-pyrimido[2,1-b][1,3]thiazine-7-carbonitrile